(R)-1-hydroxypropan OCCC